FC(C1=CC=C(C=C1)B(O)O)F (4-(Difluoromethyl)-phenyl)boronic acid